C(C)CC(CC(=O)[O-])=O.C(C)CC(CC(=O)[O-])=O.[Al+2] aluminum bis(ethylacetoacetate)